N1CC(CC1)C1NCCCC1 2-(pyrrolidin-3-yl)piperidine